2,6-Dichloro-3-{[(2,2-dimethylpropionyl)amino]methyl}-N-{1-[6-(trifluoromethyl)pyridin-3-yl]-1H-indazol-4-yl}benzamide ClC1=C(C(=O)NC2=C3C=NN(C3=CC=C2)C=2C=NC(=CC2)C(F)(F)F)C(=CC=C1CNC(C(C)(C)C)=O)Cl